(S)-N-cyclobutyl-3-(4-((1-(5-(3,5-difluorophenyl)-4,5-dihydro-1H-pyrazole-1-carbonyl)azetidin-3-yl)oxy)-5-fluoropyridin-2-yl)-1,4-dimethyl-1H-pyrazole-5-carboxamide C1(CCC1)NC(=O)C1=C(C(=NN1C)C1=NC=C(C(=C1)OC1CN(C1)C(=O)N1N=CC[C@H]1C1=CC(=CC(=C1)F)F)F)C